CC1=C(C=CC(=C1)C=1C(=C(C(=O)[O-])C=CC1OC(=O)OCCCCOC(C=C)=O)C)C=1C(=C(C(=O)[O-])C=CC1OC(=O)OCCCCOC(C=C)=O)C 2-methylbenzene-1,4-diylbis[4-({[4-(acryloyloxy) butoxy] carbonyl} oxy)-2-methyl-benzoate]